C(C)(=O)OC1=CC=C(C=C1)[C@H]1NC[C@@H](CC1)C [4-[(2S,5R)-5-Methyl-2-piperidyl]phenyl] acetate